(±)-1-[(3aR,4S,9bS)-4-(6-bromo-1,3-benzodioxol-5-yl)-3a,4,5,9b-tetrahydro-3H-cyclopenta[c]quinoline-8-yl]-ethanone BrC=1C(=CC2=C(OCO2)C1)[C@H]1NC=2C=CC(=CC2[C@@H]2[C@H]1CC=C2)C(C)=O |r|